FC(OC1=CC=C(C=C1)C1=NOC(=C1)NC1=NC(=NC=C1)N1CCOCC1)F 3-(4-(difluoromethoxy)phenyl)-N-(2-morpholinopyrimidin-4-yl)isoxazol-5-amine